2-(4-(6-((6-Cyanopyridin-3-yl)methoxy)pyridin-2-yl)-2,5-difluorobenzyl)-4-methoxy-1-(oxetan-2-ylmethyl)-1H-benzo[d]imidazole-6-carboxylic acid C(#N)C1=CC=C(C=N1)COC1=CC=CC(=N1)C1=CC(=C(CC2=NC3=C(N2CC2OCC2)C=C(C=C3OC)C(=O)O)C=C1F)F